(E)-4-(dimethylamino)-1-((1S,4S)-5-(4-((2-fluoro-3-methylphenyl)amino)pyrido[3,2-d]pyrimidin-6-yl)-2,5-diazabicyclo[2.2.1]heptan-2-yl)but-2-en-1-one CN(C/C=C/C(=O)N1[C@@H]2CN([C@H](C1)C2)C=2C=CC=1N=CN=C(C1N2)NC2=C(C(=CC=C2)C)F)C